trans-2-octadecene-1,1-dicarboxylic acid C(\C=C\CCCCCCCCCCCCCCC)(C(=O)O)C(=O)O